C(=O)(OCC1C2=CC=CC=C2C2=CC=CC=C12)N[C@H](CO)C N-Fmoc-(S)-2-aminopropane-1-ol